6-chloro-1,2-diazine-3-carboxylic acid ClC1=CC=C(N=N1)C(=O)O